tert-butyl (4-(dibenzylamino)-1-methylcyclohexyl)carbamate C(C1=CC=CC=C1)N(C1CCC(CC1)(C)NC(OC(C)(C)C)=O)CC1=CC=CC=C1